((2-(((methylsulfonyl)oxy)methyl)pyridin-4-yl)oxy)piperidine-1-carboxylic acid tert-butyl ester C(C)(C)(C)OC(=O)N1C(CCCC1)OC1=CC(=NC=C1)COS(=O)(=O)C